ClC=1C=C(C=CC1C#N)N1CC2(CC1C)CCN(CC2)C2=CC=C(C(=O)N1CCN(CC1)CC(=O)NC1=CC(=CC=C1)NC1C(NC(CC1)=O)=O)C=C2 2-(4-(4-(2-(3-Chloro-4-cyanophenyl)-3-methyl-2,8-diazaspiro[4.5]decan-8-yl)benzoyl)piperazin-1-yl)-N-(3-((2,6-dioxopiperidin-3-yl)amino)phenyl)acetamide